C(CCCCCCCCC=C)(=O)OCCCCC\C=C/CC (Z)-6-Nonenyl 10-undecenoate